5-benzylsulfanylthiophene-2-sulfonamide C(C1=CC=CC=C1)SC1=CC=C(S1)S(=O)(=O)N